N-(4-isopropoxybenzyl)-5-(N-methylaminosulfonyl)thiophene-2-carboxamide C(C)(C)OC1=CC=C(CNC(=O)C=2SC(=CC2)S(=O)(=O)NC)C=C1